OCCC(S(=O)(=O)C)N1C(C(=NC(=C1)C1=C2C(=NC=C1)NC=C2)N2[C@@H](COCC2)C)=O 1-(3-hydroxy-1-(methylsulfonyl)propyl)-3-((R)-3-methylmorpholino)-5-(1H-pyrrolo[2,3-b]pyridin-4-yl)pyrazin-2(1H)-one